C(C1=CC=CC=C1)N(CCCCC1=CC=C2CCC(N(C2=N1)C(=O)OC(C)(C)C)C)C[C@@H](CF)OC tert-butyl 7-(4-(benzyl((S)-3-fluoro-2-methoxypropyl)amino)butyl)-2-methyl-3,4-dihydro-1,8-naphthyridine-1(2H)-carboxylate